C(N)(=N)S/C=C/C(=O)O (E)-3-(carbamimidoyl-sulfanyl)prop-2-enoic acid